(S)-23-(3,14-dioxo-1-phenyl-2,7,10-trioxa-4,13-diazaheptadecane-17-amido)-3,14,17-trioxo-1-phenyl-2,7,10-trioxa-4,13,18-triaza-tetracosane-24-oic acid O=C(OCC1=CC=CC=C1)NCCOCCOCCNC(CCC(=O)N[C@@H](CCCCNC(CCC(NCCOCCOCCNC(OCC1=CC=CC=C1)=O)=O)=O)C(=O)O)=O